BrC1=CC=C(C=C1)C(C)(C)C=1N=C(SC1)NC(C1=CN=C(C=C1)N1CCNCC1)=O N-(4-(2-(4-bromophenyl)propan-2-yl)thiazol-2-yl)-6-(piperazin-1-yl)nicotinamide